[4-(3-{6-[4-(1-methyl-1H-pyrazol-4-yl)-benzylamino]-pyrimidin-4-yl}-imidazo[1,2-a]pyridin-7-yloxymethyl)-piperidin-1-yl]-acetonitrile CN1N=CC(=C1)C1=CC=C(CNC2=CC(=NC=N2)C2=CN=C3N2C=CC(=C3)OCC3CCN(CC3)CC#N)C=C1